FC1=C2CC3(CCNCC3)[C@H](C2=C(C=C1)F)N (1R)-4,7-difluoro-1,3-dihydrospiro[indene-2,4'-piperidin]-1-amine